C(C)OC(C(CC)OC1=C(C=C(C=C1)C1=CC=CC2=C1CC(O2)(C)C)F)=O 4-(2,2-dimethyl-2,3-dihydro-benzofuran-4-yl)-2-fluoro-phenoxyl-butyric acid ethyl ester